C(C=C)N1CCN(CC1)C1CCN(CC1)C1=C(C=C(C(=C1)OC)NC1=NC=NC(=C1)N1OCC[C@@H]1CC1=C(C(=CC=C1)Cl)Cl)NC(C=C)=O N-(2-(4-(4-allylpiperazine-1-yl)piperidine-1-yl)-5-((6-((S)-3-(2,3-dichlorobenzyl)isoxazolidine-2-yl)pyrimidine-4-yl)amino)-4-methoxy-phenyl)acrylamide